5-bromo-2-(3-methoxyazetidin-1-yl)thiazole BrC1=CN=C(S1)N1CC(C1)OC